methyl 1-[5-[(3R)-3-amino-5-[(4-chlorophenyl)methyl]-8-fluoro-1,1,4-trioxo-2,3-dihydro-1lambda6,5-benzothiazepin-7-yl]-1,3,4-oxadiazol-2-yl]-3-azabicyclo[4.1.0]heptane-3-carboxylate N[C@H]1CS(C2=C(N(C1=O)CC1=CC=C(C=C1)Cl)C=C(C(=C2)F)C2=NN=C(O2)C21CN(CCC1C2)C(=O)OC)(=O)=O